tert-butyl (3-chloro-5-(4,4,5,5-tetramethyl-1,3,2-dioxa-borolan-2-yl)benzyl)(cyclopropyl)carbamate ClC=1C=C(CN(C(OC(C)(C)C)=O)C2CC2)C=C(C1)B1OC(C(O1)(C)C)(C)C